2-(6-chloro-5-(hydroxymethyl)-2-methyl-3-oxo-2,3-dihydropyridazin-4-yl)-N-(3,3-difluorocyclopentyl)acetamide cobalt-nickel carbonate C([O-])([O-])=O.[Ni+2].[Co+2].ClC=1C(=C(C(N(N1)C)=O)CC(=O)NC1CC(CC1)(F)F)CO.C([O-])([O-])=O